Cl.C(#C)C1=CC=C(CN2CCNCC2)C=C1 1-(4-ethynylbenzyl)piperazine hydrochloride